(R)-3-(1'-(3-(1-methyl-1H-pyrazol-4-yl)benzyl)-6-oxo-6,8-dihydro-2H,7H-spiro[furo[2,3-e]isoindol-3,4'-piperidin]-7-yl)piperidine-2,6-dione CN1N=CC(=C1)C=1C=C(CN2CCC3(CC2)COC2=C4CN(C(C4=CC=C23)=O)[C@H]2C(NC(CC2)=O)=O)C=CC1